4-chloro-3-(5,7-dichloro-4-oxo-1,4-dihydroquinolin-2-yl)benzonitrile ClC1=C(C=C(C#N)C=C1)C=1NC2=CC(=CC(=C2C(C1)=O)Cl)Cl